CN(CCCN(C(CCCCCCCCC)=O)C(CC(=O)OC)CCCCCCCCC)C methyl 3-{N-[3-(dimethylamino)propyl]decanamido}dodecanoate